FC=1C=C2C(=CNC2=CC1)CCN(C(C)C(C)C)C N-(2-(5-fluoro-1H-indol-3-yl)ethyl)-N,3-dimethylbutan-2-amine